CC1=CC=CC2=C1N(OCCC2)[C@H]2NCCC2 (R)-2-((S)-9-methyl-1,3,4,5-tetrahydrobenzo[c]oxazepin-1-yl)pyrrolidine